2-piperidino-5-nitrobenzenesulfonic acid N1(CCCCC1)C1=C(C=C(C=C1)[N+](=O)[O-])S(=O)(=O)O